ClC=1C(=C(C(=CC1)Cl)CN)F (3,6-dichloro-2-fluorophenyl)methylamine